ClC1=CC(=C(C=N1)C=1C=NC(=CC1)CN1CC(CCC1)O)N1C[C@H](CCC1)O 1-((6'-chloro-4'-((S)-3-hydroxypiperidin-1-yl)-[3,3'-bipyridin]-6-yl)methyl)piperidin-3-ol